C(C)(C)N1C(=NC(=C1)C(F)(F)F)C1=CC=C(CN2C(NC=3C=NC(=CC32)C3=C(C=CC=C3)C(C)C)=O)C=C1 1-(4-(1-Isopropyl-4-(trifluoromethyl)-1H-imidazol-2-yl)benzyl)-6-(2-isopropylphenyl)-1,3-dihydro-2H-imidazo[4,5-c]pyridin-2-one